C(CCC)[C@@H]1N(S(OC1)=O)C(=O)OC(C)(C)C tert-butyl (4S)-4-butyl-1,2,3-oxathiazolidine-3-carboxylate 2-oxide